C1NCCC2=CC(=CC=C12)NC1=NC=C(C(=N1)NCCCN1C(CCCC1)=O)C(F)(F)F 1-[3-[[2-(1,2,3,4-tetrahydroisoquinolin-6-ylamino)-5-(trifluoromethyl)pyrimidin-4-yl]amino]propyl]piperidin-2-one